(4S,5S)-4-cyclopropyl-7-ethyl-6-oxo-1-phenyl-5-(3-(trifluoromethyl)benzamido)-4,5,6,7-tetrahydro-1H-pyrazolo[3,4-b]pyridine-3-carboxylic acid C1(CC1)[C@H]1C2=C(N(C([C@H]1NC(C1=CC(=CC=C1)C(F)(F)F)=O)=O)CC)N(N=C2C(=O)O)C2=CC=CC=C2